C(C)(C)(C)OC(NC1=CC=C2C(=N1)C1([C@H](OC2=O)C)CC1)=O (R)-(7'-methyl-5'-oxo-5'H,7'H-spiro[cyclopropane-1,8'-pyrano[4,3-b]pyridin]-2'-yl)carbamic acid tert-butyl ester